Propylethylpyrrolidine C(CC)C1N(CCC1)CC